(S)-1-methyl-2-((3-(1-(4'-(methylsulfonylamino)-[1,1'-biphenyl]-4-yl)-2-oxo-1,2-dihydro-3H-imidazo[4,5-b]pyridin-3-yl)pyrrolidin-1-yl)methyl)-1H-imidazole-5-carboxylic acid CN1C(=NC=C1C(=O)O)CN1C[C@H](CC1)N1C(N(C=2C1=NC=CC2)C2=CC=C(C=C2)C2=CC=C(C=C2)NS(=O)(=O)C)=O